(6-(4-methoxyphenyl)-3-methyl-4-(trifluoromethyl)-1H-pyrazolo[3,4-b]pyridin-1-yl)acetic acid COC1=CC=C(C=C1)C1=CC(=C2C(=N1)N(N=C2C)CC(=O)O)C(F)(F)F